(ADAMANTAN-1-YL)-2-((2-OXO-1,5,7,8-TETRAHYDRO-2H-PYRANO[4,3-D]PYRIMIDIN-4-YL)OXY)ACETAMIDE C12(CC3CC(CC(C1)C3)C2)C(C(=O)N)OC=2C3=C(NC(N2)=O)CCOC3